BrC1=C(C=CC=C1)C1=NC(=NO1)C1=CC2=C(N(N=N2)CCC(=O)O)C=C1 3-(5-(5-(2-bromophenyl)-1,2,4-oxadiazol-3-yl)-1H-benzo[d][1,2,3]triazol-1-yl)propanoic acid